3-((4-(quinoxalin-2-yl)-1H-pyrazol-1-yl)methyl)cyclobutan-1-one trans-methyl-2-(naphthalen-1-yl)cyclobutane-1-carboxylate COC(=O)[C@H]1[C@@H](CC1)C1=CC=CC2=CC=CC=C12.N1=C(C=NC2=CC=CC=C12)C=1C=NN(C1)CC1CC(C1)=O